OP(O)(=O)OP(=O)(O)OP(=O)(O)O.O=C1NC(NC(N1)=O)=O 2,4,6-trioxo-1,3,5-triazine-Triphosphate